C(CCC)N(CCO)CCO 2,2'-(butylazanediyl)bis(ethan-1-ol)